ethyl 1-(3-cyanophenyl)-5-amino-1H-pyrazole-4-carboxylate C(#N)C=1C=C(C=CC1)N1N=CC(=C1N)C(=O)OCC